tert-butyl N-[2-[2-methyl-6-[(5-phenylthiazol-2-yl)amino]pyrimidin-4-yl]oxy ethyl]carbamate CC1=NC(=CC(=N1)OCCNC(OC(C)(C)C)=O)NC=1SC(=CN1)C1=CC=CC=C1